C(O)(O)O methanetriol